3-azido-6-(difluoromethoxy)-2-methylpyridine N(=[N+]=[N-])C=1C(=NC(=CC1)OC(F)F)C